[N+](=O)([O-])C1=CC=C(C=C1)C1CCN(CC1)C=1C=NN(C1)C1CCN(CC1)C(=O)OCCCC butyl 4-[4-[4-(4-nitrophenyl)-1-piperidyl]pyrazol-1-yl]piperidine-1-carboxylate